3-(4-((3,6-diazabicyclo[3.1.1]heptan-6-yl)methyl)-1-oxoisoindolin-2-yl)piperidine-2,6-dione C12CNCC(N1CC1=C3CN(C(C3=CC=C1)=O)C1C(NC(CC1)=O)=O)C2